N-(8-(4-methoxyphenyl)-6-methyl-7-(4-nitrophenyl)pyrrolo-[1,2-a]pyrazin-1-yl)-1,1-diphenylmethanimine COC1=CC=C(C=C1)C=1C(=C(N2C1C(=NC=C2)N=C(C2=CC=CC=C2)C2=CC=CC=C2)C)C2=CC=C(C=C2)[N+](=O)[O-]